2-fluoro-3β,7β-dihydroxy-5β-chol-1-enic acid FC=1[C@@H](C[C@H]2C[C@@H]([C@H]3[C@@H]4CC[C@H]([C@@H](CCC(=O)O)C)[C@]4(CC[C@@H]3[C@]2(C1)C)C)O)O